ClC=1C=CC(=C(N)C1)[N+](=O)[O-] 5-chloro-2-nitroaniline